1-(1H-indol-3-yl)-N,N-dimethylmethaneamine N1C=C(C2=CC=CC=C12)CN(C)C